2-[4-(morpholin-4-yl)butyl]-4-(phenylsulfanyl)-2,3-dihydropyridazin-3-one N1(CCOCC1)CCCCN1N=CC=C(C1=O)SC1=CC=CC=C1